FC1=C(C(=CC(=C1)C#CC1=CC=CC=C1)F)NS(=O)(=O)C1=C(C=CC=C1)F N-[2,6-difluoro-4-(2-phenylethynyl)phenyl]-2-fluoro-benzenesulfonamide